[Cl-].[Cl-].C(C1=CC=CC=C1)(=O)C(C(C1=CC=CC=C1)=O)=[Zr+2]C1=C(C=CC=2C3=CC=C(C=C3CC12)C)C dibenzoylmethylene(2,7-dimethylfluorenyl)zirconium dichloride